5-(3-(4-(6-fluorobenzo[d]isoxazol-3-yl)piperidin-1-yl)propionyl)-N,N-dimethylindoline-1-carboxamide FC1=CC2=C(C(=NO2)C2CCN(CC2)CCC(=O)C=2C=C3CCN(C3=CC2)C(=O)N(C)C)C=C1